C(C)OC(=O)C1=CC=NC2=CC=C(C=C12)N1[C@@H]([C@H](OCC1)C)C 6-((2R,3R)-2,3-dimethylmorpholino)quinoline-4-carboxylic acid ethyl ester